C[C@H]1[C@H](C/C=C/C=C/C=C/[C@@H](CC(=O)NC2=CC(=CC(=C2O)CC/C=C(\\[C@@H]1O)/C)O)OC)OC(=O)C3(CC3)NC(=O)C4=CCCCC4 The molecule is a 21-membered macrocyclic lactam which contains three conjugated double bonds as part of the ring system. It acts as an apoptosis inducer in human leukemia HL-60 cells and is isolated from Streptomyces sp. It has a role as a metabolite, an antineoplastic agent, an antibacterial agent, an antimicrobial agent and an apoptosis inducer. It is a lactam, a member of hydroquinones, a macrocycle, a secondary alcohol, an ether and a cyclopropanecarboxylate ester.